ClC1=C(C=CC=C1)C1=NC2=C(NN=C2NC2=CC(=NC=C12)N1CCOCC1)C 4-[9-(2-chlorophenyl)-6-methyl-2,4,5,8,12-pentazatricyclo[8.4.0.03,7]tetradeca-1(14),3,6,8,10,12-hexaen-13-yl]morpholine